NC1=CC(=NC=N1)NC1=CC(=C(N(C1=O)CC(C)C)C(=O)N)Cl 5-((6-aminopyrimidin-4-yl)amino)-3-chloro-1-isobutyl-6-oxo-1,6-dihydropyridine-2-carboxamide